tert-butyl (S)-3-(((7-bromo-6-chloro-2-morpholino-4-oxo-3,4-dihydroquinazolin-5-yl)oxy)methyl)piperazine-1-carboxylate BrC1=C(C(=C2C(NC(=NC2=C1)N1CCOCC1)=O)OC[C@@H]1CN(CCN1)C(=O)OC(C)(C)C)Cl